C(C([2H])([2H])[2H])(=O)N1CC2(CC2)C[C@H]1C(=O)N[C@@H](C[C@H]1C(NCC1)=O)C(COC(F)(F)F)=O (S)-5-(acetyl-d3)-N-((S)-3-oxo-1-((S)-2-oxopyrrolidin-3-yl)-4-(trifluoromethoxy)butan-2-yl)-5-azaspiro[2.4]heptane-6-carboxamide